C(CCCCC(=O)OC1CCC(CC1)CCCCC)(=O)OCC(COC(CCC(OCCCC\C=C/CC)OCCCC\C=C/CC)=O)COC(=O)OCC1CN(CCC1)CC 3-((4,4-bis(((Z)-oct-5-en-1-yl)oxy)butanoyl)oxy)-2-(((((1-ethylpiperidin-3-yl)methoxy)carbonyl)oxy)methyl)propyl (4-pentylcyclohexyl) adipate